CS(=O)(=O)N1CCC(=CC1)C=1NC2=C(C=CC(=C2C1)C1=CC=CC=C1)C(=O)N 2-(1-(methylsulfonyl)-1,2,3,6-tetrahydropyridin-4-yl)-4-phenyl-1H-indole-7-carboxamide